C1(=CC(=CC=C1)C=O)C1=CC=C(C=C1)C=O biphenyl-3,4'-dialdehyde